FC(C1=NN(C(=C1)C(F)F)CC(=O)N1CCC(CC1)C=1SC=C(N1)C1=NO[C@@H](C1)C1=C(C=CC=C1OCC#C)F)F 2-[3,5-Bis(difluoromethyl)-1H-pyrazol-1-yl]-1-[4-(4-{(5S)-5-[2-fluoro-6-(prop-2-yn-1-yloxy)phenyl]-4,5-dihydro-1,2-oxazol-3-yl}-1,3-thiazol-2-yl)piperidin-1-yl]ethanon